NC1=NN2C(C=C(C=C2)C=2C(=NC(=C(C(=O)NCC3=C(C=CC=C3)OCC3CC(C3)=O)C2)OC)C)=N1 5-(2-amino-[1,2,4]triazolo[1,5-a]pyridin-7-yl)-2-methoxy-6-methyl-N-(2-((3-oxocyclobutyl)methoxy)benzyl)nicotinamide